FC1(CN(C1)C1=CC=2C(N=C1)=NN(C2)C=2C=C(C=CC2F)NC(=O)[C@H]2[C@@H](C2)F)F (1S,2R)-N-{3-[5-(3,3-difluoroazetidin-1-yl)-2H-pyrazolo[3,4-b]pyridin-2-yl]-4-fluorophenyl}-2-fluorocyclopropane-1-carboxamide